BrC1=CC=C(C=C1)[C@@H](C(F)F)N[S@](=O)C(C)(C)C (R)-N-[(1S)-1-(4-bromo-phenyl)-2,2-difluoro-ethyl]-2-methyl-propane-2-sulfinamide